NC1=CC=C(OC2=CC=C(C=C2)C2=CC=C(C=C2)OC2=CC=C(C=C2)N)C=C1 bis-(4-aminophenoxy)biphenyl